N[C@@H]1C2=CC=CC=C2CC12CCN(CC2)C=2NC(C1=C(N2)NN=C1C1(CC1)C1=CC=C(C=C1)OC)=O (S)-6-(1-amino-1,3-dihydrospiro[indene-2,4'-piperidine]-1'-yl)-3-(1-(4-methoxyphenyl)cyclopropyl)-1,5-dihydro-4H-pyrazolo[3,4-d]pyrimidin-4-one